NCCCC(CCCN)CCCN 4-(3-amino-propyl)-heptane-1,7-diamine